C(C)(C)(C)OC(=O)N1CCC(CC1)(C(=O)[O-])O.[Li+] lithium 1-(tert-butoxycarbonyl)-4-hydroxypiperidine-4-carboxylate